(6-(2H-1,2,3-triazol-2-yl)-5-(trifluoromethyl)pyridin-3-yl)-5-(thiazol-2-yl)-3,4-dihydroquinoline-1(2H)-carboxamide N=1N(N=CC1)C1=C(C=C(C=N1)C1N(C2=CC=CC(=C2CC1)C=1SC=CN1)C(=O)N)C(F)(F)F